(7R)-2-{2-[6-(3-cyclopropyl-1H-pyrazol-4-yl)-1-(cyclopropylmethyl)-1H-pyrrolo[2,3-b]pyridin-2-yl]-7-methoxy-1-methyl-1H-1,3-benzodiazole-5-carbonyl}-2-azabicyclo[2.2.1]heptan-7-amine C1(CC1)C1=NNC=C1C1=CC=C2C(=N1)N(C(=C2)C2=NC1=C(N2C)C(=CC(=C1)C(=O)N1C2CCC(C1)[C@H]2N)OC)CC2CC2